The molecule is an L-cysteinyl ester resulting from the formal condensation of the carboxylic acid group of L-cysteine with methanol. It is used (as the hydrochloride salt) as a mucolytic for the treatment of respiratory disorders associated with productive cough. It has a role as a mucolytic. It is a L-cysteinyl ester, a primary amino compound and a thiol. It derives from a L-cysteine and a methanol. COC(=O)[C@H](CS)N